[(4S)-7,8-dichloro-6-(2,6-difluorophenyl)-4-methyl-4H-[1,2,4]triazolo[1,5-a][1,4]benzodiazepin-2-yl]-(1-oxa-6-azaspiro[3.3]heptan-6-yl)methanone ClC1=C(C=CC2=C1C(=N[C@H](C=1N2N=C(N1)C(=O)N1CC2(CCO2)C1)C)C1=C(C=CC=C1F)F)Cl